2-hydroxy-4-(4-chlorophenyl)-s-triazine OC1=NC=NC(=N1)C1=CC=C(C=C1)Cl